tert-Butyl N-(tetrahydropyran-4-ylcarbamothioyl)carbamate O1CCC(CC1)NC(=S)NC(OC(C)(C)C)=O